C(C1=CC=CC=C1)OC=1C(C(=CN2N3[C@@H](C=C[C@@H](N(C(C21)=O)C3)C)C)C(=O)O)=O (1S,2R,5S)-8-(benzyloxy)-2,5-dimethyl-7,9-dioxo-2,5,7,9-tetrahydro-1,6-methanopyrido[1,2-b][1,2,5]triazonine-10-carboxylic acid